C(CCCCCCCCCCC)SC(CC(C)=O)C1C(=CCCC1(C)C)C 4-(dodecylthio)-4-(2,6,6-trimethylcyclohex-2-en-1-yl)-2-butanone